5,5'-(1,2-phenylene)bis(1H-tetrazole) C1(=C(C=CC=C1)C1=NN=NN1)C1=NN=NN1